methyl (2S,3S,4S,5R,6S)-3,4,5-tris(acetyloxy)-6-[2-({2-[(tert-butoxycarbonyl)amino]ethyl}carbamoyl)-4-(chloromethyl)phenoxy]oxane-2-carboxylate C(C)(=O)O[C@@H]1[C@H](O[C@H]([C@@H]([C@H]1OC(C)=O)OC(C)=O)OC1=C(C=C(C=C1)CCl)C(NCCNC(=O)OC(C)(C)C)=O)C(=O)OC